(+-)-Ethyl 3-Mercapto-2-Methylbutanoate CCOC(=O)C(C)C(C)S